(2R)-2-([1-[2-(Azetidin-1-yl)phenyl]-5-(1-ethyl-1H-indazol-6-yl)-1H-pyrazol-3-yl]methoxy)-2-methylbutanoic acid N1(CCC1)C1=C(C=CC=C1)N1N=C(C=C1C1=CC=C2C=NN(C2=C1)CC)CO[C@@](C(=O)O)(CC)C